C(#N)C(CC(=O)OCC)(CC(C)C)C ethyl 3-cyano-3,5-dimethylhexanoate